CN(C)CC1=CC=C[CH]1.C1=C[CH]C=C1.[Fe] N,N-dimethylaminomethylferrocene